2-Chloro-4-fluoronitrobenzene C1=CC(=C(C=C1F)Cl)[N+](=O)[O-]